rac-tert-butyl (3aR,5S,6aR)-5-(4-((4-([1,2,4]triazolo[1,5-a]pyridin-7-yloxy)-2-fluoro-5-methylphenyl)amino)pyrido[3,2-d]pyrimidin-6-yl)hexahydrocyclopenta[b]pyrrole-1(2H)-carboxylate N=1C=NN2C1C=C(C=C2)OC2=CC(=C(C=C2C)NC=2C1=C(N=CN2)C=CC(=N1)[C@H]1C[C@H]2[C@H](N(CC2)C(=O)OC(C)(C)C)C1)F |r|